Cl.COC1=C(CC(N)C)C=C(C(=C1)C)OC 2,5-Dimethoxy-4-methylamphetamine hydrochloride